CN1N=CC(=C1)CN1C=CC=2C=NC(=CC21)C2=NC=CC(=C2)C2=NOC(=N2)C(F)(F)F 3-(2-(1-((1-methyl-1H-pyrazol-4-yl)methyl)-1H-pyrrolo[3,2-c]pyridin-6-yl)pyridin-4-yl)-5-(trifluoromethyl)-1,2,4-oxadiazole